3-(5-(((S)-1-((2,3-Dimethylpyridin-4-yl)methyl)pyrrolidin-3-yl)oxy)-1-oxoisoindolin-2-yl)piperidine-2,6-dione CC1=NC=CC(=C1C)CN1C[C@H](CC1)OC=1C=C2CN(C(C2=CC1)=O)C1C(NC(CC1)=O)=O